di(t-amyl)peroxide C(C)(C)(CC)OOC(C)(C)CC